7-fluoro-5-hydroxy-2-[2-methyl-4-(2,2,2-trifluoro-1,1-dimethyl-ethyl)phenyl]-1H-quinolin-4-one FC1=CC(=C2C(C=C(NC2=C1)C1=C(C=C(C=C1)C(C(F)(F)F)(C)C)C)=O)O